BrC=1C=C(C=C(C1)C(=O)N1CCN(CC1)C(C1=CC(=C(C=C1)O[C@@H]1CN(CC1)C(=O)OC(C)(C)C)C1CCCCC1)=O)N1CCN(CC1)C(=O)OC(C)(C)C tert-butyl (S)-4-(3-bromo-5-(4-(4-((1-(tert-butoxycarbonyl)pyrrolidin-3-yl)oxy)-3-cyclohexylbenzoyl)piperazine-1-carbonyl)phenyl)piperazine-1-carboxylate